C(C)C1=C(C=CC(=N1)N)C1=C(C=CC=C1)C=1C=NC(=CC1)N1CCOCC1 6-Ethyl-5-(2-(6-morpholinopyridin-3-yl)phenyl)pyridin-2-amine